C(C)(C)(C)N1N=C(C=C1NC1=CC(=NC=C1)OCCC[C@@H](C(F)(F)F)NC(OC(C)(C)C)=O)[C@@H]1C[C@@H](CC1)O[Si](C)(C)C(C)(C)C tert-butyl ((S)-5-((4-((1-(tert-butyl)-3-((1S,3R)-3-((tert-butyldimethylsilyl)oxy)cyclopentyl)-1H-pyrazol-5-yl)amino)pyridin-2-yl)oxy)-1,1,1-trifluoropentan-2-yl)carbamate